(5-(3-methoxybenzyl)pyridin-2-yl)-1-methyl-6-oxo-1,4,5,6-tetrahydropyridazine-3-carboxamide COC=1C=C(CC=2C=CC(=NC2)C2C(=NN(C(C2)=O)C)C(=O)N)C=CC1